2-(1H-1,2,4-triazol-1-yl)pyrimidine-5-carbaldehyde N1(N=CN=C1)C1=NC=C(C=N1)C=O